NC1=NC2=CC(=CC=C2C=C1)C=1C=NN(C1C1=C(C#N)C=CC=C1F)C 2-(4-(2-aminoquinolin-7-yl)-1-methyl-1H-pyrazol-5-yl)-3-fluorobenzonitrile